N,4-diamino-pyridine NN1CC=C(C=C1)N